tert-butyl 2-[[2,5-difluoro-4-[6-[(6-methoxy-3-pyridyl)methoxy]-2-pyridyl]phenyl]methyl]-3-(2-methoxyethyl)benzimidazole-5-carboxylate FC1=C(C=C(C(=C1)C1=NC(=CC=C1)OCC=1C=NC(=CC1)OC)F)CC=1N(C2=C(N1)C=CC(=C2)C(=O)OC(C)(C)C)CCOC